O-pinacolyl methyl phosphonate P(OC(C)C(C)(C)C)(OC)=O